bis(benzodioxolyl)pentadieneone O1C(OC2=C1C=CC=C2)C(=C=CC(C)=O)C2OC1=C(O2)C=CC=C1